gamma-methacryloxypropyltriethoxysilane C(C(=C)C)(=O)OCCC[Si](OCC)(OCC)OCC